5-bromo-2,3-dihydro-1,3,4-thiadiazole-2-imine BrC1=NNC(S1)=N